COC1=C(C=CC=C1)C12CN(CC2C1)C(=O)C1=CN(C2=C1C(N(C=C2C)C)=O)C 3-((1-(2-methoxyphenyl)-3-azabicyclo[3.1.0]hex-3-yl)carbonyl)-1,5,7-trimethyl-1,5-dihydro-4H-pyrrolo[3,2-c]pyridin-4-one